N-(2-(2,6-dioxopiperidin-3-yl)-5-methoxy-3-oxoisoindolin-4-yl)acetamide O=C1NC(CCC1N1CC2=CC=C(C(=C2C1=O)NC(C)=O)OC)=O